2-(4-isopropyl-3,5-dimethoxyphenyl)-4,4,5,5-tetramethyl-1,3,2-dioxaborolane C(C)(C)C1=C(C=C(C=C1OC)B1OC(C(O1)(C)C)(C)C)OC